NC=1C2=C(N=CN1)N(C(=C2C2=CC=C(C=C2)OC2=CC=CC=C2)C#CC2CCN(CCC2)C(\C=C\CN2CC(C2)O)=O)C (E)-1-(4-((4-amino-7-methyl-5-(4-phenoxyphenyl)-7H-pyrrolo[2,3-d]pyrimidin-6-yl)ethynyl)azepan-1-yl)-4-(3-hydroxyazetidin-1-yl)but-2-en-1-one